6-((2S,5R)-4-(bis(4-fluorophenyl)methyl)-2,5-dimethylpiperazin-1-yl)-2-chloro-8-methyl-9-(((S)-tetrahydrofuran-2-yl)methyl)-9H-purine FC1=CC=C(C=C1)C(N1C[C@@H](N(C[C@H]1C)C1=C2N=C(N(C2=NC(=N1)Cl)C[C@H]1OCCC1)C)C)C1=CC=C(C=C1)F